3,9-bisaminopropyl-2,4,8,10-tetraoxaspiro-(5.5)undecane NCCCC1OCC2(CO1)COC(OC2)CCCN